BrC=1C(=C(C=C2CCCOC12)[N+](=O)[O-])F 8-bromo-7-fluoro-6-nitro-chromane